ammonium pentadecyl (R)-(((1-(6-amino-9H-purin-9-yl)propan-2-yl)oxy)methyl)phosphonate NC1=C2N=CN(C2=NC=N1)C[C@@H](C)OCP(OCCCCCCCCCCCCCCC)([O-])=O.[NH4+]